2-((R)-6-fluoro-6,7-dihydro-5H-pyrrolo[1,2-c]imidazol-1-yl)-2-(4-fluoro-6-iodo-2H-indazol-2-yl)acetic acid ethyl ester C(C)OC(C(N1N=C2C=C(C=C(C2=C1)F)I)C1=C2N(C=N1)C[C@@H](C2)F)=O